COC=1C=C(C=CC1N1C=NC(=C1)C)C(=O)C1=C(C=CC=C1)C1=C(C=CC=C1)OC (3-methoxy-4-(4-methyl-1H-imidazol-1-yl)phenyl)(2'-methoxy-[1,1'-biphenyl]-2-yl)methanone